(S)-3-(benzylamino)-2-fluoro-1-propanol C(C1=CC=CC=C1)NC[C@@H](CO)F